N-[cyano(4,5,6,7-tetrahydro-1,3-benzothiazol-5-yl)methyl]-2-methyl-propane-2-sulfinamide C(#N)C(NS(=O)C(C)(C)C)C1CCC2=C(N=CS2)C1